2,4,6-trimethyl-1,3-benzenedithiol CC1=C(C(=CC(=C1S)C)C)S